C(=O)(OC(C)(C)C)N[C@H](CC1=C(C=CC=C1)Cl)C(=O)O Boc-2-chloro-D-phenylalanine